(S)-2-((S)-3,3-Difluorocyclopentyl)-N-(4,5-dimethylthiazol-2-yl)-2-(4-(2-methyl-2H-tetrazol-5-yl)phenyl)acetamide FC1(C[C@H](CC1)[C@H](C(=O)NC=1SC(=C(N1)C)C)C1=CC=C(C=C1)C=1N=NN(N1)C)F